{2-[2-(diphenylphosphanyl)phenoxy]phenyl}diphenylphosphane heptadecan-9-yl-(Z)-8-((4-(2-cyano-3,3-dimethylguanidino)butyl)(8-(nonyloxy)-8-oxooctyl)amino)octanoate CCCCCCCCC(CCCCCCCC)OC(CCCCCCCN(CCCCCCCC(=O)OCCCCCCCCC)CCCCN/C(=N/C#N)/N(C)C)=O.C1(=CC=CC=C1)P(C1=C(OC2=C(C=CC=C2)P(C2=CC=CC=C2)C2=CC=CC=C2)C=CC=C1)C1=CC=CC=C1